5-{4-methoxy-6-[(3S)-3-(methylamino)pyrrolidin-1-yl]pyrido[2,3-d]pyrimidin-2-yl}-2,7-dimethylindazol-6-ol COC=1C2=C(N=C(N1)C1=CC3=CN(N=C3C(=C1O)C)C)N=CC(=C2)N2C[C@H](CC2)NC